C1=CC=C2C(=C1)C(=C(N2)[C@@H]3[C@H]([C@H]([C@@H]([C@H](O3)CO)O)O)O)C[C@@H](C(=O)O)N The molecule is a C-glycosyl compound that is L-tryptophan in which the hydrogen at position 2 on the indole protion has been replaced by an alpha-mannosyl residue. It is a L-tryptophan derivative and a C-glycosyl compound. It derives from an alpha-D-mannose. It is a tautomer of a 2'-alpha-mannosyl-L-tryptophan zwitterion.